{2-[4-(acetyloxy)-1H-indol-3-yl]ethyl}dimethyl(propan-2-yl)azanium iodide [I-].C(C)(=O)OC1=C2C(=CNC2=CC=C1)CC[N+](C(C)C)(C)C